COCCCOC(=O)OCOP(=O)(OCOC(=O)OCCCOC)C(C1=CC2=C(SC(=C2)C(=O)O)C=C1)(F)F 5-((bis((((3-methoxypropoxy)carbonyl)oxy)methoxy)phosphoryl)difluoromethyl)benzo[b]thiophene-2-carboxylic acid